BrC=1C=CC=C2N=CC(=NC12)C=1C=NN(C1)C1CCN(CC1)CC=1C=C(N)C=CC1 3-((4-(4-(8-bromoquinoxalin-2-yl)-1H-pyrazol-1-yl)piperidin-1-yl)methyl)aniline